3,6-dihydro-2H-pyran-4-carbonitrile O1CCC(=CC1)C#N